FC1(OC2=C(O1)C=C(C(=C2)C(=O)C2=CC(=CC=C2)OC)[N+](=O)[O-])F (2,2-difluoro-6-nitrobenzo[d][1,3]dioxol-5-yl)(3-methoxyphenyl)methanone